N-(4-iodopyridin-2-yl)acetamide IC1=CC(=NC=C1)NC(C)=O